ClC1=CC=C(C=C1)C=1N=CN(C1C1=CC=NC=C1)CC(=O)N1CCOC2(CN(C2)C(=O)OC(C)(C)C)C1 tert-Butyl 8-[2-[4-(4-chlorophenyl)-5-(4-pyridyl)imidazol-1-yl]acetyl]-5-oxa-2,8-diazaspiro[3.5]nonane-2-carboxylate